3,15-dioxa-6,9,12-trithiaheptadeca-1,16-diene C=COCCSCCSCCSCCOC=C